(S)-4-[2-(5-chloro-2-pyridinyl)-2-methyl-1,3-benzodioxan-4-yl]-3,6-dihydro-2H-pyridine-1-carboxylic acid tert-butyl ester C(C)(C)(C)OC(=O)N1CCC(=CC1)C1O[C@](OC2=C1C=CC=C2)(C)C2=NC=C(C=C2)Cl